ClC1=CC=C2C(CC(OC2=C1)(C)C)NC(=O)[C@H]1[C@@H](C1)CN1C(NC(CC1=O)(C)C)=[NH2+] [1-[[(1R,2R)-2-[(7-chloro-2,2-dimethyl-chroman-4-yl)carbamoyl]cyclopropyl]methyl]-4,4-dimethyl-6-oxo-hexahydropyrimidin-2-ylidene]ammonium